2-chloro-5-(((E)-2-((E)-1-nitro-3-(pyridin-2-yl)allylidene)imidazolidin-1-yl)methyl)pyridine ClC1=NC=C(C=C1)CN1/C(/NCC1)=C(\C=C\C1=NC=CC=C1)/[N+](=O)[O-]